1-(3,7-dinitro-phenothiazin-10-yl)ethanone [N+](=O)([O-])C=1C=CC=2N(C3=CC=C(C=C3SC2C1)[N+](=O)[O-])C(C)=O